C1(CCCCC1)C(CCSCCCC(=O)[O-])(C(F)(F)F)O 4-((3-cyclohexyl-4,4,4-trifluoro-3-hydroxybutyl)thio)butanoate